NC=1C(=NON1)N1N=NC(=C1)C(=O)NNCC1=CC(=CC=C1)OC(F)(F)F (E)-1-(4-amino-1,2,5-oxadiazol-3-yl)-N'-(3-(trifluoromethoxy)benzyl)-1H-1,2,3-triazole-4-carbohydrazide